2-(4-chloro-1-isopropyl-1H-pyrazol-5-yl)-4-(5-(1-ethyl-4-(trifluoromethyl)-1H-imidazol-2-yl)-6-fluoro-2,3-dihydro-1H-inden-1-yl)-6,7-dihydropyrazolo[1,5-a]pyrimidin-5(4H)-one ClC=1C=NN(C1C1=NN2C(N(C(CC2)=O)C2CCC3=CC(=C(C=C23)F)C=2N(C=C(N2)C(F)(F)F)CC)=C1)C(C)C